N-(2-(4-(cyclopropylmethyl)-4-hydroxypiperidin-1-yl)-5-methylphenyl)-5-(tetrahydro-2H-pyran-4-yl)furan-2-carboxamide C1(CC1)CC1(CCN(CC1)C1=C(C=C(C=C1)C)NC(=O)C=1OC(=CC1)C1CCOCC1)O